FC1=CC(=C(C=C1)CN)C (4-fluoro-2-methylphenyl)methanamine